1-(4-(4-AMINO-1-(1-METHYLPIPERIDIN-4-YL)-1H-PYRAZOLO[3,4-D]PYRIMIDIN-3-YL)-2-FLUOROPHENYL)-3-(5-(1-(TRIFLUOROMETHYL)CYCLOPROPYL)ISOXAZOL-3-YL)UREA NC1=C2C(=NC=N1)N(N=C2C2=CC(=C(C=C2)NC(=O)NC2=NOC(=C2)C2(CC2)C(F)(F)F)F)C2CCN(CC2)C